N-PROPYL-PYRROLIDIN C(CC)N1CCCC1